2-(4-Methyl-1H-pyrazol-3-yl)propan-2-ol CC=1C(=NNC1)C(C)(C)O